CC1=NN=C(O1)N1C[C@H]2CC[C@@H](C1)C2NC(OC(C)(C)C)=O tert-Butyl N-[(1R,5S,8s)-3-(5-methyl-1,3,4-oxadiazol-2-yl)-3-azabicyclo[3.2.1]octan-8-yl]carbamate